C(C)(C)(C)OC(=O)N1C(CC(CC1)=O)=O tert-butyl-2,4-dioxopiperidine-1-carboxylate